4,5-dichloro-2-fluoro-benzenesulfonyl chloride ClC1=CC(=C(C=C1Cl)S(=O)(=O)Cl)F